3-iodo-4-methoxy-1-methyl-1H-pyrazole IC1=NN(C=C1OC)C